2-chloro-4,6-bis(p-tert-butylphenyl)-1,3,5-triazine ClC1=NC(=NC(=N1)C1=CC=C(C=C1)C(C)(C)C)C1=CC=C(C=C1)C(C)(C)C